ClC1=C(C(=O)NC2=CC(=NN2C2=CC=CC=C2)C(=O)NCC(C)(C)O)C=C(C(=C1)Cl)C1=NC=CC=C1F 5-(2,4-dichloro-5-(3-fluoropyridin-2-yl)benzamido)-N-(2-hydroxy-2-methylpropyl)-1-phenyl-1H-pyrazole-3-carboxamide